Dioleyl glutamate N[C@@H](CCC(=O)OCCCCCCCC\C=C/CCCCCCCC)C(=O)OCCCCCCCC\C=C/CCCCCCCC